tert-butyl (5-chloro-3-cyclopropylpyrazolo[1,5-a]pyrimidin-7-yl)((6-cyclopropylimidazo[1,2-b]pyridazin-2-yl)methyl)carbamate ClC1=NC=2N(C(=C1)N(C(OC(C)(C)C)=O)CC=1N=C3N(N=C(C=C3)C3CC3)C1)N=CC2C2CC2